COC1=CC=C(C=C1)CN(C1=NC=CC=C1CN1C=2N=C(N=C3C(=C(C=4C=NC(CC1)C4C32)Br)F)Cl)CC3=CC=C(C=C3)OC 6-[(2-{bis[(4-methoxyphenyl)methyl]amino}pyridin-3-yl)methyl]-13-bromo-3-chloro-14-fluoro-2,4,6,10-tetraazatetracyclo[7.5.2.05,15.012,16]hexadecane-1(2),3,5(15),10,12(16),13-hexaene